N-(6,11-dihydro-5H-benzo[a]carbazol-3-yl)-1-{(2S)-2-[(3,3-dimethylbutanoyl)amino]-2-phenylacetyl}-L-prolinamide C1=CC(=CC2=C1C=1NC3=CC=CC=C3C1CC2)NC([C@H]2N(CCC2)C([C@H](C2=CC=CC=C2)NC(CC(C)(C)C)=O)=O)=O